(2S)-2-amino-N-({4-aminothieno[3,2-c]pyridin-2-yl}methyl)propanamide dihydrochloride Cl.Cl.N[C@H](C(=O)NCC1=CC=2C(=NC=CC2S1)N)C